4-((4-(cyclohexylamino)-3-(1-methyl-1H-pyrazol-4-yl)-1H-pyrazolo[3,4-d]pyrimidin-6-yl)amino)-3-methoxy-N-(1-methylpiperidin-4-yl)benzamide C1(CCCCC1)NC1=C2C(=NC(=N1)NC1=C(C=C(C(=O)NC3CCN(CC3)C)C=C1)OC)NN=C2C=2C=NN(C2)C